Cl.ClC=1C=C(C(=C(C1)C1=NC=NN2C1=CC(=C2)CN2C(C1C(C1C2=O)(C)C)=O)O[C@H]2CN[C@@H](CC2)C)C 3-((4-(5-chloro-3-methyl-2-(((3R,6R)-6-methylpiperidin-3-yl)oxy)phenyl)pyrrolo[2,1-f][1,2,4]triazin-6-yl)methyl)-6,6-dimethyl-3-azabicyclo[3.1.0]hexane-2,4-dione hydrochloride